N,N-diethylbutyl-amine C(C)N(CC)CCCC